BrC=1C(=NC(=C(C(=O)O)C1)C)C 5-bromo-2,6-dimethylnicotinic acid